FC1=CC=C(C=C1)C1=NN(C=C1C1=C(C=NC=C1)CO)C (4-(3-(4-fluorophenyl)-1-methyl-1H-pyrazol-4-yl)pyridin-3-yl)methanol